FC1=CC(=C(C(=C1)C)\N=C/1\N(C(N2C(C3=CC(=C(C=C3CC2)OC)OC)=C1)=O)CCNC(=O)C1=C(N=NN1C)O)C (E)-N-(2-(2-((4-fluoro-2,6-dimethylphenyl)imino)-9,10-dimethoxy-4-oxo-6,7-dihydro-2H-pyrimido[6,1-a]isoquinolin-3(4H)-yl)ethyl)-4-hydroxy-1-methyl-1H-1,2,3-triazole-5-carboxamide